rac-tert-Butyl (3R,4R)-3-hydroxy-4-((tosyloxy)methyl)piperidine-1-carboxylate O[C@H]1CN(CC[C@@H]1COS(=O)(=O)C1=CC=C(C)C=C1)C(=O)OC(C)(C)C |r|